C(C1=CC=CC=C1)C=1N=C(SC1)C1=CN(C=2N=C(N=CC21)Cl)[C@H]2[C@@H]([C@@H]([C@H](C2)C=2CN(CCC2)CCC2=CC=CC=C2)O)O (1R,2S,3R,5R)-3-[5-(4-benzyl-1,3-thiazol-2-yl)-2-chloropyrrolo[2,3-d]pyrimidin-7-yl]-5-[1-(2-phenylethyl)-5,6-dihydro-2H-pyridin-3-yl]cyclopentane-1,2-diol